4-((3-(1-((5S,6R)-1-oxaspiro[4.4]nonan-6-yl)-1H-pyrazol-4-yl)-2-methoxyphenyl)amino)-6-(1-fluorocyclopropane-1-carboxamido)pyridazine-3-carboxamide O1CCC[C@@]12[C@@H](CCC2)N2N=CC(=C2)C=2C(=C(C=CC2)NC2=C(N=NC(=C2)NC(=O)C2(CC2)F)C(=O)N)OC